6-(2-ethynyl-4-methylpyrimidin-5-yl)-7-methyl-5-(4-((4-methylpyrimidin-2-yl)oxy)phenyl)-7H-pyrrolo[2,3-d]pyrimidin-4-amine C(#C)C1=NC=C(C(=N1)C)C1=C(C2=C(N=CN=C2N)N1C)C1=CC=C(C=C1)OC1=NC=CC(=N1)C